2-[6-bromo-4-(3-methoxycyclobutyl)oxy-1-oxophthalazin-2-yl]-N-(5-fluoropyrimidin-2-yl)acetamide BrC=1C=C2C(=NN(C(C2=CC1)=O)CC(=O)NC1=NC=C(C=N1)F)OC1CC(C1)OC